FC=1C=C2C(=CNC2=CC1F)NC(=O)NC1=CC=C(C=C1)SC(F)(F)F 1-(5,6-difluoro-1H-indol-3-yl)-3-(4-((trifluoromethyl)thio)phenyl)urea